BrC1=C(C(=CC(=C1)C)Br)OC 2,6-dibromo-4-methyl-anisole